Cl.ClC=1C=C2CCCN(C2=C(C1)C1=C2C(=NC=C1)C=C(S2)CN2C(CCC2=O)=O)C2CC1(CN(C1)C)C2 1-[[7-[6-chloro-1-(2-methyl-2-azaspiro[3.3]heptan-6-yl)-3,4-dihydro-2H-quinolin-8-yl]thieno[3,2-b]pyridin-2-yl]methyl]pyrrolidine-2,5-dione, hydrochloride